BrCC(C(=O)OCC)=O ethyl 3-bromo-pyruvate